COC1=CC(=NC=C1)[C@H]1C2(CC(C1)(C2)C2=CC=CC=C2)C(=O)C2=CC1=CC=CC=C1C=C2 ((1R,2R,4S)-2-(4-methoxypyridin-2-yl)-4-phenylbicyclo[2.1.1]hexan-1-yl)(naphthalen-2-yl)methanone